C(=C)C=1OC(C(N1)(C)CC)=O 2-vinyl-4-ethyl-4-methyl-2-oxazolin-5-one